4-(2-hydroxyethyl)-1-piperazineethanesulphonic acid OCCN1CCN(CC1)CCS(=O)(=O)O